C[C@H](CCCC(C)C)[C@H]1CC[C@H]([C@]1(C)CCOC(=O)C)C2=C[C@@H]([C@H]3C[C@H](CC[C@@]3(C2=O)C)O)O 11-acetoxy-3beta,6alpha-dihydroxy-9,11-seco-5alpha-cholest-7-en-9-one